Ethyl-trifluoroacetic acid C(C)OC(C(F)(F)F)=O